CS(=O)(=O)NC=1C=NC(=NC1)N1CCN(CC1)C(=O)C1=CC=C(C=C1)C1=NC2=C(N1)C=CC=C2C(=O)N 2-(4-(4-(5-(methylsulfonamido)pyrimidin-2-yl)piperazine-1-carbonyl)phenyl)-1H-benzo[d]imidazole-4-carboxamide